2-((2S,4S)-2-(azidomethyl)-5-chloro-6-fluoro-2-phenylindolin-4-yl)-3-fluorobenzamide N(=[N+]=[N-])C[C@@]1(NC2=CC(=C(C(=C2C1)C1=C(C(=O)N)C=CC=C1F)Cl)F)C1=CC=CC=C1